9-((1R,3S)-3-(aminomethyl)cyclohexyl)-N8-(3-chlorophenyl)-N2-(4-methyltetrahydro-2H-pyran-4-yl)-9H-purine-2,8-diamine NC[C@@H]1C[C@@H](CCC1)N1C2=NC(=NC=C2N=C1NC1=CC(=CC=C1)Cl)NC1(CCOCC1)C